CN(CCNC(OC1=CC=C(C=C1)C1=C(C=C2C(=N1)N(N=C2NC(C2=CN=CC=C2)=O)CCCCC2CC2)Cl)=O)C 4-(5-chloro-1-(4-cyclopropylbutyl)-3-(nicotinamido)-1H-pyrazolo[3,4-b]pyridin-6-yl)phenyl (2-(dimethylamino)ethyl)carbamate